benzyl 4-[8-[3-[tert-butoxycarbonyl(methyl)amino]propyl]-2-[[1-(2,2-dimethoxyethyl)pyrazol-4-yl]amino]-7-oxo-pyrido[2,3-d]pyrimidin-6-yl]-8-methyl-2,3-dihydroquinoxaline-1-carboxylate C(C)(C)(C)OC(=O)N(CCCN1C(C(=CC2=C1N=C(N=C2)NC=2C=NN(C2)CC(OC)OC)N2CCN(C1=C(C=CC=C21)C)C(=O)OCC2=CC=CC=C2)=O)C